Br\C(\C(=O)O)=C(/C=O)\Br (2E)-2,3-DIBROMO-4-OXOBUT-2-ENOIC ACID